(R)-(3-aminopiperidin-1-yl)(3-methyl-2-(1-methyl-1H-indol-2-yl)imidazo[1,2-a]pyridin-7-yl)methanone N[C@H]1CN(CCC1)C(=O)C1=CC=2N(C=C1)C(=C(N2)C=2N(C1=CC=CC=C1C2)C)C